COC(C(=CN1C=2C=CC=CC2C2=CC=CC=C2C1=O)C1=CC=CC=C1)=O (6-oxo-phenanthridin-5(6H)-yl)(phenyl)acrylic acid methyl ester